(S)-4-Ethoxy-6-(1-(7-((2-methyl-1H-imidazol-1-yl)methyl)-1-oxo-5-(6-oxo-4-(trifluoromethyl)-1,6-dihydropyridin-3-yl)-3,4-dihydroisoquinolin-2(1H)-yl)ethyl)nicotinonitrile C(C)OC1=CC(=NC=C1C#N)[C@H](C)N1C(C2=CC(=CC(=C2CC1)C1=CNC(C=C1C(F)(F)F)=O)CN1C(=NC=C1)C)=O